ClC1=C(N=C(N1C)SC)C(=O)OCC ethyl 5-chloro-1-methyl-2-(methylthio)-1H-imidazole-4-carboxylate